2-(3',4'-dimethoxystyryl)-4,6-bis(trichloromethyl)-s-triazine COC=1C=C(C=CC2=NC(=NC(=N2)C(Cl)(Cl)Cl)C(Cl)(Cl)Cl)C=CC1OC